docosyl palmitate C(CCCCCCCCCCCCCCC)(=O)OCCCCCCCCCCCCCCCCCCCCCC